FC(COC1=CN=CC(=N1)C1=CC=C(C(=O)O)C=C1)(F)F 4-(6-(2,2,2-trifluoroethoxy)pyrazin-2-yl)benzoic acid